BrC=1C(=NC=C(C1NC=1C=2C=NN(C2C=CC1C)C1OCCCC1)Br)C1CC1 N-(3,5-dibromo-2-cyclopropylpyridin-4-yl)-5-methyl-1-(tetrahydro-2H-pyran-2-yl)-1H-indazol-4-amine